C(CC(=O)C)(=O)NC1=CC=CC=C1.[K] potassium acetoacetanilide